methyl 2-(2-hydroxy-[1,1'-biphenyl]-4-yl)acetate OC1=C(C=CC(=C1)CC(=O)OC)C1=CC=CC=C1